C1=CC(=CN=C1)CO The molecule is a member of the class of pyridines that is pyridine which is substituted by a hydroxymethyl group at position 3. It has a role as a vasodilator agent and an antilipemic drug. It is a member of pyridines and an aromatic primary alcohol.